C(C)(C)(C)S(=O)N(C1(COC1)C1=CC=C(C=C1)C(C(=O)OCC=C)C1CCCC1)COCC[Si](C)(C)C (±)-allyl 2-[4-[3-[tert-butylsulfinyl(2-trimethylsilylethoxymethyl)amino]oxetan-3-yl] phenyl]-2-cyclopentyl-acetate